C[C@@H](CO)O S-1,2-propanediol